[N+](=O)([O-])C1=CC=C(C(=O)O[C@H]2[C@H](CCCC2)N2CC(C2)C2=CC=CC=C2)C=C1 [(1R,2S)-2-(3-phenylazetidin-1-yl)cyclohexyl] 4-nitrobenzoate